4-[(E)-2-[4-[3,3-bis[[tert-butyl(dimethyl)silyl]oxymethyl]pentoxy]phenyl]vinyl]phenol [Si](C)(C)(C(C)(C)C)OCC(CCOC1=CC=C(C=C1)/C=C/C1=CC=C(C=C1)O)(CC)CO[Si](C)(C)C(C)(C)C